3-(4-(3-amino-6-(2,5-dimethyl-1,2,3,4-tetrahydroisoquinolin-7-yl)pyrazin-2-yloxy)-1H-pyrazol-1-yl)-3-methylbutyronitrile NC=1C(=NC(=CN1)C1=CC(=C2CCN(CC2=C1)C)C)OC=1C=NN(C1)C(CC#N)(C)C